1-(6-(4-fluorophenyl)-2,5-dimethylquinolin-4-yl)ethan-1-one FC1=CC=C(C=C1)C=1C(=C2C(=CC(=NC2=CC1)C)C(C)=O)C